(S)-3-iodo-1-(4-methylpentan-2-yl)-1H-pyrazolo[3,4-d]pyrimidine-4,6-diamine oxalate C(C(=O)O)(=O)O.IC1=NN(C2=NC(=NC(=C21)N)N)[C@@H](C)CC(C)C